Trans-Azobenzene C1=CC=C(C=C1)N=NC2=CC=CC=C2